FC(C(C(S(=O)(=O)ON1C(C2=CC=CC=C2C1=O)=O)(F)F)(F)F)(C(F)(F)F)F 1,3-dioxoisoindolin-2-yl nonafluoro-n-butylsulfonate